2-[4-(4-(Ethoxycarbonylmethyl)phenyl)-6-(4-hydroxy-piperidin-1-yl)-pyrimidin-2-ylamino]-4-methylthiazole-5-carboxylic acid ethyl ester C(C)OC(=O)C1=C(N=C(S1)NC1=NC(=CC(=N1)C1=CC=C(C=C1)CC(=O)OCC)N1CCC(CC1)O)C